dicyclohexylamine (R)-2-((tert-butoxycarbonyl)amino)-3-(ethyldisulfanyl)propanoate C(C)(C)(C)OC(=O)N[C@H](C(=O)O)CSSCC.C1(CCCCC1)NC1CCCCC1